6-(2,5-difluoro-4-(4-(tetrahydro-2H-pyran-4-yl)piperazin-1-yl)phenyl)-1,4-dimethyl-2-(4-(methylsulfonyl)phenyl)-1H-pyrrolo[3,2-c]pyridine FC1=C(C=C(C(=C1)N1CCN(CC1)C1CCOCC1)F)C1=CC2=C(C(=N1)C)C=C(N2C)C2=CC=C(C=C2)S(=O)(=O)C